3-(3-chloro-4-fluorophenyl)-1-(1(S)-(1-oxo-1,2-dihydro-isoquinolin-4-yl)ethyl)-1-(((S)-tetrahydrofuran-2-yl)methyl)urea ClC=1C=C(C=CC1F)NC(N(C[C@H]1OCCC1)[C@@H](C)C1=CNC(C2=CC=CC=C12)=O)=O